2-((S)-1-acryloyl-4-((R)-2-(((S)-1-methylpyrrolidin-2-yl)methoxy)-3',4',5,7-tetrahydro-1'H-spiro[cyclopenta[d]pyrimidine-6,2'-naphthalen]-4-yl)piperazin-2-yl)acetonitrile C(C=C)(=O)N1[C@H](CN(CC1)C=1C2=C(N=C(N1)OC[C@H]1N(CCC1)C)C[C@]1(CC3=CC=CC=C3CC1)C2)CC#N